3-(β-D-glucopyranosyloxy)-5-methyl-4-{[4-(2-methylpropa-1-en-1-yl)-phenyl]methyl}-1H-pyrazole [C@@H]1([C@H](O)[C@@H](O)[C@H](O)[C@H](O1)CO)OC1=NNC(=C1CC1=CC=C(C=C1)C=C(C)C)C